(3R)-3-(2,2-dimethylchroman-6-yl)-3,5-dimethylindolin-2-one CC1(OC2=CC=C(C=C2CC1)[C@]1(C(NC2=CC=C(C=C12)C)=O)C)C